4-((tert-butyldiphenylsilyl)oxy)but-2-yn-1-yl-methane [Si](C1=CC=CC=C1)(C1=CC=CC=C1)(C(C)(C)C)OCC#CCC